C1(=CC=CC=C1)S(=O)(=O)OC1=C(C=CC=C1)NC(=O)NC1=C(C=CC=C1)OS(=O)(=O)C1=C(C=C(C=C1C)C)C N-[2-(phenylsulfonyloxy)phenyl]-N'-[2-(mesitylenesulfonyloxy)phenyl]urea